2,6-bis(pyrazin-2-yl)pyridin-4-amine N1=C(C=NC=C1)C1=NC(=CC(=C1)N)C1=NC=CN=C1